Cl.COC[C@H](N)C=1C=NC=CC1 (1R)-2-methoxy-1-(pyridin-3-yl)ethan-1-amine hydrochloride